COC(=O)C=1C=CC2=C(N(C(=N2)CCl)C[C@H]2OCC2)C1F (S)-2-(chloromethyl)-7-fluoro-1-((oxetan-2-yl)methyl)-1H-benzo[d]imidazole-6-carboxylic acid methyl ester